4-(benzo[b]thiophen-3-ylmethylene)-2-(4-isobutylphenyl)oxazol-5(4H)-one S1C2=C(C(=C1)C=C1N=C(OC1=O)C1=CC=C(C=C1)CC(C)C)C=CC=C2